FC1=CC=C(\C=C/2\C(C3=CC=CC=C3CC2)=O)C=C1 (E)-2-(4-fluorobenzylidene)-1-tetralone